C(C1=CC=CC=C1)OC[C@@H](CNC(OC(C)(C)C)=O)O |r| tert-butyl [(2RS)-3-(benzyloxy)-2-hydroxypropyl]carbamate